6-(4-chlorobenzoyl)-4-(3-chlorophenyl)-1-methyl-2(1H)-quinolinone ClC1=CC=C(C(=O)C=2C=C3C(=CC(N(C3=CC2)C)=O)C2=CC(=CC=C2)Cl)C=C1